ClCC(=O)NC1=C(C=CC(=C1)N(C(C)=O)CC)C(C)C 2-chloro-N-(5-(N-ethylacetamido)-2-isopropylphenyl)acetamide